1-(3-bromo-5-cyanophenyl)-3-(3-chloropropyl)urea BrC=1C=C(C=C(C1)C#N)NC(=O)NCCCCl